6-(1-(imidazo[1,2-a]pyrazin-2-yl)ethyl)-5-methyl-2-phenyl-3-(piperidin-1-yl)pyrazolo[1,5-a]pyrimidin-7(4H)-one N=1C(=CN2C1C=NC=C2)C(C)C2=C(NC=1N(C2=O)N=C(C1N1CCCCC1)C1=CC=CC=C1)C